(R/S)-ethyl 2-aminobutyrate N[C@@H](C(=O)OCC)CC |r|